N-[3-[2-(difluoromethoxy)-5-ethylsulfanyl-phenyl]-1H-pyrazol-4-yl]pyrazolo[1,5-a]pyrimidine-3-carboxamide FC(OC1=C(C=C(C=C1)SCC)C1=NNC=C1NC(=O)C=1C=NN2C1N=CC=C2)F